N1(CCCCC1)C=1C2=C(N=C(N1)N(CCO)CCO)C(=NC(=N2)N(CCO)CCO)N2CCCCC2 2,2',2'',2'''-[(4,8-Dipiperidinopyrimido[5,4-d]pyrimidine-2,6-diyl)dinitrilo]-tetraethanol